2-methyl-2-[5-[3-amino-5,5,7-trifluoro-1-[[3-fluoro-4-[4-(trifluoromethyl)pyrazol-1-yl]phenyl]methyl]-2-oxo-3,4-dihydro-1-benzazepin-8-yl]-1,3,4-oxadiazol-2-yl]propanenitrile CC(C#N)(C)C=1OC(=NN1)C1=CC2=C(C(CC(C(N2CC2=CC(=C(C=C2)N2N=CC(=C2)C(F)(F)F)F)=O)N)(F)F)C=C1F